(2-methoxymethyloxy-5-methyl-phenyl)(phenyl)methanone COCOC1=C(C=C(C=C1)C)C(=O)C1=CC=CC=C1